C(C(=C)C)(=O)OCCC[Si](OC)(OC)OC 3-Methacryloxypropyl-trimethoxy-silan